FC1=CC=C(OCCN(CC[C@@H](C(=O)O)NC2=NC(=NC=C2)C(F)(F)F)CCCCC2=NC=3NCCCC3C=C2)C=C1 (S)-4-((2-(4-fluorophenoxy)ethyl)(4-(5,6,7,8-tetrahydro-1,8-naphthyridin-2-yl)butyl)amino)-2-((2-(trifluoromethyl)pyrimidin-4-yl)amino)butanoic acid